7-((5-fluoro-6-(4-(trifluoromethyl)piperidin-1-yl)pyridin-3-yl)amino)-4-methyl-2H-benzo[b][1,4]oxazin-3(4H)-one FC=1C=C(C=NC1N1CCC(CC1)C(F)(F)F)NC=1C=CC2=C(OCC(N2C)=O)C1